[I-].[I-].[C@H]1(CC[C@H](CC1)[N+]1(CCC(CC1)C)C)[N+]1(CCC(CC1)C)C trans-1,1'-(1,4-cyclohexandiyl)bis(1,4-dimethylpiperidinium) diiodide